BrCC=1C=NC(=NC1)C1C(NC(CC1)=O)=O 3-(5-(bromomethyl)pyrimidin-2-yl)piperidine-2,6-dione